tert-butyl 4-(6-chlorobenzo[d][1,3]dioxol-5-yl)-3-oxobutanoate ClC=1C(=CC2=C(OCO2)C1)CC(CC(=O)OC(C)(C)C)=O